N-(4-amino-1H-pyrazolo[4,3-c]pyridin-7-yl)-2-(rac-(2S,5R)-2-(3-chloro-4-fluorophenyl)-5-methylpiperidin-1-yl)-2-oxoacetamide NC1=NC=C(C2=C1C=NN2)NC(C(=O)N2[C@@H](CC[C@H](C2)C)C2=CC(=C(C=C2)F)Cl)=O |r|